carboxylSodium C(=O)(O)[Na]